(1S,3aR,6aS)-N-((S)-3-oxo-1-((S)-2-oxopyrrolidin-3-yl)-4-(trifluoromethoxy)butan-2-yl)-2-(5-oxaspiro[2.4]heptane-6-carbonyl)octahydro-cyclopenta[c]pyrrole-1-carboxamide O=C([C@H](C[C@H]1C(NCC1)=O)NC(=O)[C@H]1N(C[C@H]2[C@@H]1CCC2)C(=O)C2OCC1(CC1)C2)COC(F)(F)F